4,4'-(heptane-1,7-diyl)dianiline C(CCCCCCC1=CC=C(N)C=C1)C1=CC=C(N)C=C1